CCCCCC=CC(CCC)=O undec-6-en-8-one